3-[6,7-difluoro-2-(4-fluorophenyl)-1H-indol-3-yl]propionic acid FC1=CC=C2C(=C(NC2=C1F)C1=CC=C(C=C1)F)CCC(=O)O